BrC1=CC=C(C=C1)C(/C=C/C1(CC1)N1C(C2=CC=CC=C2C1=O)=O)=O (E)-2-(1-(3-(4-bromophenyl)-3-oxoprop-1-en-1-yl)cyclopropyl)isoindoline-1,3-dione